F[C@@H]1[C@H](CN(C1)C)OC=1C=C2C(=NC=NC2=CC1OC)C=1C(=NN(C1)C)C1=CC=CC=C1 6-(((3S,4S)-4-fluoro-1-methylpyrrolidin-3-yl)oxy)-7-methoxy-4-(1-methyl-3-phenyl-1H-pyrazol-4-yl)quinazoline